N-(1-(3-methoxyphenyl)propan-2-yl)-N-p-toluenesulfonylalanine methyl ester COC([C@@H](N(S(=O)(=O)C1=CC=C(C)C=C1)C(CC1=CC(=CC=C1)OC)C)C)=O